(R)-Methyl 1-aminopropan-2-ylcarbamate NC[C@@H](C)NC(OC)=O